COC1=CC=C(C=C1)NC=O 1-N-p-methoxyphenyl-formamide